6-((3-(4-fluoro-2-(3-fluoro-phenyl)pyrrolidine-1-carbonyl)bicyclo[1.1.1]-pentan-1-yl)methoxy)-pyrazine-2-carbonitrile FC1CC(N(C1)C(=O)C12CC(C1)(C2)COC2=CN=CC(=N2)C#N)C2=CC(=CC=C2)F